FC(OC=1C=C(C=CC1)[C@H](CCC(F)F)NS(=O)C(C)(C)C)F N-[(1S)-1-[3-(difluoromethoxy)phenyl]-4,4-difluoro-butyl]-2-methyl-propane-2-sulfinamide